(14R)-4-trifluoromethoxyaniline FC(OC1=CC=C(N)C=C1)(F)F